C1(=CC(=CC=C1)C1(CC1)N)C (m-Tolyl)cyclopropanamine